Francium naphthalenesulfonic acid C1(=CC=CC2=CC=CC=C12)S(=O)(=O)O.[Fr]